(7R,8R)-7-((S)-5H-imidazo[5,1-a]isoindol-5-yl)-5,6,7,8-tetrahydroisoquinolin-8-ol C=1N=CN2C1C1=CC=CC=C1[C@@H]2[C@H]2CCC=1C=CN=CC1[C@@H]2O